(R)-(3-aminopiperidin-1-yl)(2-(1-(2-hydroxyethyl)-1H-indol-2-yl)-3,4-dihydro-5-oxa-1,2a-diazaacenaphthylen-7-yl)methanone N[C@H]1CN(CCC1)C(=O)C=1C=C2OCCN3C(=NC(C1)=C32)C=3N(C2=CC=CC=C2C3)CCO